5-bromo-6-(methoxymethoxy)-2-methyl-indazole BrC1=CC2=CN(N=C2C=C1OCOC)C